2-(3,4-dimethoxyphenyl)-3-ethyl-5-(4-(1-ethylpiperidin-4-yl)piperazin-1-yl)-1H-indole COC=1C=C(C=CC1OC)C=1NC2=CC=C(C=C2C1CC)N1CCN(CC1)C1CCN(CC1)CC